Ethylene Vinyl Acetate Copper [Cu].C(C)(=O)OC=C.C=C